C1(CC1)C(C)N(C(=O)OCC1=C(C=NN1C)C1=CC=C(O[C@@H]2C[C@H](CCC2)C(=O)O)C=C1)C (1S,3S)-3-{4-[5-({[(1-cyclopropylethyl)(methyl)carbamoyl]oxy}methyl)-1-methyl-1H-pyrazol-4-yl]phenoxy}cyclohexane-1-carboxylic acid